C1=CC(=CC=C1CC(C(=O)O)N)[OH+] The molecule is an alpha-amino-acid radical cation. It derives from a tyrosine. It is a conjugate acid of a tyrosinyl radical.